[C@@H]1(CCC2=CC=CC=C12)N (S)-2,3-dihydro-1H-inden-1-amine